FC(C(C(C(F)(F)F)(F)F)(F)F)(S(=O)(=O)O)F.OC12C3C(C(C=C1)C2)C(NC3=O)=O hydroxy-5-norbornene-2,3-dicarboximide perfluoro-1-butanesulfonate